(R or S)-5-(2-(3-(ethoxydi-fluoromethyl)-3-(2-(5-fluorothiophen-2-yl)ethyl)pyrrolidin-1-yl)propan-2-yl)-2-methylpyridine C(C)OC([C@]1(CN(CC1)C(C)(C)C=1C=CC(=NC1)C)CCC=1SC(=CC1)F)(F)F |o1:4|